COS(=O)(=O)O.CN1CN(C=C1)C 1,3-dimethylimidazole methylsulfate